[Pd].[Pd].C(C1=CC=CC=C1)=CC(=O)C=CC1=CC=CC=C1.C(C1=CC=CC=C1)=CC(=O)C=CC1=CC=CC=C1.C(C1=CC=CC=C1)=CC(=O)C=CC1=CC=CC=C1 tridibenzylideneacetone dipalladium (0)